(R)-2-((4-(5-(chloromethyl)-1,3,4-oxadiazol-2-yl)-2-methoxyphenyl)amino)-8-cyclopentyl-7-ethyl-5-methyl-7,8-dihydropteridin-6(5H)-one ClCC1=NN=C(O1)C1=CC(=C(C=C1)NC1=NC=2N([C@@H](C(N(C2C=N1)C)=O)CC)C1CCCC1)OC